3-{7-[tert-butyldimethylsilyloxy]-8,8-difluoro-5-iodobicyclo[4.2.0]oct-1,3,5-triene-2-enyloxy}-5-fluorobenzamide [Si](C)(C)(C(C)(C)C)OC1C2=C(C(=C=C=C2C1(F)F)OC=1C=C(C(=O)N)C=C(C1)F)I